Cl.C1(CC1)C1=C(C(=NO1)C1=C(C=CC=C1)OC(F)(F)F)COC1CCNCC1 5-cyclopropyl-4-((piperidin-4-yloxy)methyl)-3-(2-(trifluoromethoxy)phenyl)isoxazole hydrochloride